C1(=CC=CC=C1)N1CCN(CC1)C(=O)NS(=O)(=O)C1=CC=CC=C1 4-phenyl-N-(phenylsulfonyl)piperazine-1-carboxamide